BrC1=CC=C(C=C1)C1=CC=C(S1)CC1(NC(=NC=C1)NCC(C)C)N 4-((5-(4-bromophenyl)-2-thienyl)methyl)-N2-isobutyl-2,4-pyrimidinediamine